((S)-2-amino-2-oxo-1-[[(3S)-2-oxopyrrolidin-3-yl]methyl]ethyl)-2-(4-methoxy-1H-indole-2-carbonyl)-3,4-dihydro-1H-isoquinoline-1-carboxamide NC([C@@H](C[C@@H]1C(NCC1)=O)C1(N(CCC2=CC=CC=C12)C(=O)C=1NC2=CC=CC(=C2C1)OC)C(=O)N)=O